6-{3-chloro-4-[(2R)-2-hydroxypropoxy]-5-methylphenyl}-5-methyl-4,5-dihydro-2H-pyridazin-3-one ClC=1C=C(C=C(C1OC[C@@H](C)O)C)C=1C(CC(NN1)=O)C